5-oxothianthrene-9-sulfonate O=S1C=2C=CC=CC2SC2=C(C=CC=C12)S(=O)(=O)[O-]